OC(C=O)C(C(CO)O)O 2,3,4,5-tetrahydroxyvaleraldehyde